3-(4-((2-cyclopropylethyl)(3-(((3,3,3-trifluoropropyl)amino)methyl)bicyclo[1.1.1]pentan-1-yl)amino)-1-oxoisoindolin-2-yl)piperidine-2,6-dione C1(CC1)CCN(C1=C2CN(C(C2=CC=C1)=O)C1C(NC(CC1)=O)=O)C12CC(C1)(C2)CNCCC(F)(F)F